bromo-2-fluorophenylacetate BrC(C(=O)[O-])C1=C(C=CC=C1)F